C(C)(C)(C)C=1C=C(C=C(C1O)C(C)(C)C)CCC(=O)OC(CCCCCOC(CCC1=CC(=C(C(=C1)C(C)(C)C)O)C(C)(C)C)=O)CCCCCCCCCCCCCCCCCC octadecyl-1,6-hexanediol-bis[3-(3,5-di-t-butyl-4-hydroxyphenyl) propionate]